NC=1N=CC2=CC(=CC=C2C1C(=O)NCC1CCN(CC1)C)C1=C(C=CC=C1C)Cl 3-amino-7-(2-chloro-6-methyl-phenyl)-N-[(1-methyl-4-piperidyl)methyl]isoquinoline-4-carboxamide